ClC=1C(=C(NC2(CCC3(C(CC4=CC=CC=C34)C[C@H](COC3=CC=NC=4CCC[C@H](C34)C)C)CC2)C(=O)O)C=CC1F)F 4-(3-chloro-2,4-difluoroanilino)-2'-[(2R)-2-methyl-3-{[(5R)-5-methyl-5,6,7,8-tetrahydroquinolin-4-yl]oxy}propyl]-2',3'-dihydrospiro[cyclohexane-1,1'-indene]-4-carboxylic acid